FC(C(C(C(S(=O)(=O)[O-])(F)F)(F)F)(F)F)(F)F.C1(=CC=CC=C1)[S+](C1=CC=CC=C1)C1=CC=CC=C1 triphenyl-sulfonium nonafluoro-n-butanesulfonate